[N+](=O)([O-])C=1C=CC=2C[C@H]3[C@H](O3)C2C1 cis-3-nitro-6,6a-dihydro-1aH-indeno[1,2-b]oxirene